[Br-].CCCOC1=C(C=CC=C1)P(C1=CC=CC=C1)C1=CC=CC=C1 (3-Propoxy)triphenylphosphine bromide